8-Methoxy-N-((3-methyl-1,2,4-oxadiazol-5-yl)methyl)-6-(5-methylpyrimidin-2-yl)quinazolin-4-amine COC=1C=C(C=C2C(=NC=NC12)NCC1=NC(=NO1)C)C1=NC=C(C=N1)C